C(CCCCC)N1C=[NH+]C(=C1CC)CC 1-hexyl-4,5-diethylimidazolium